3-(dibutylamino)butyllithium C(CCC)N(C(CC[Li])C)CCCC